BrC=1C=C(C=C(C1)NCCN)NC(=O)NC1=C(C(=CC(=C1)F)F)CO 1-[3-bromo-5-(2-aminoethylamino)phenyl]-3-(3,5-difluoro-2-hydroxymethylphenyl)urea